C1(CCCC1)SCCC=O 3-(CYCLOPENTYLSULFANYL)PROPANAL